C(C)(C)C1=CC=C(C=C1)C12CCC(CC1)(CC2)CNC=2C=C(C=CC2)/C=C/C(=O)OC methyl (E)-3-(3-(((4-(4-isopropylphenyl) bicyclo[2.2.2]octan-1-yl)methyl)amino)phenyl)acrylate